tert-Butyl (3R,5S)-4-(2-acetoxyacetyl)-3-(hydroxymethyl)-5-methylpiperazine-1-carboxylate C(C)(=O)OCC(=O)N1[C@H](CN(C[C@@H]1C)C(=O)OC(C)(C)C)CO